CC1=NC=NC=C1C(=O)NC=1SC2=C(N1)C=CC(=C2)[N+](=O)[O-] 4-methyl-N-(6-nitrobenzo[d]thiazol-2-yl)pyrimidine-5-carboxamide